O=C1N(C2=C(N1C1=NN=C(O1)CC(C(=O)N)=C)C=CC=C2)C2=CC=C(C=C2)C(F)(F)F ((5-(2-oxo-3-(4-(trifluoromethyl)phenyl)-2,3-dihydro-1H-benzo[d]imidazol-1-yl)-1,3,4-oxadiazol-2-yl)methyl)acrylamide